C(#N)C1C(CC1)C1=CC=C(C(=O)OC)C=C1 Methyl 4-(2-cyanocyclobutyl)benzoate